1-(2,3-dihydrobenzo[b]thiophen-5-yl)-2-methyl-2-(methylamino)propan-1-ol S1C2=C(CC1)C=C(C=C2)C(C(C)(NC)C)O